N1=CC=NC2=CC=CC(=C12)C(=O)[O-] quinoxalin-8-carboxylate